(S,R) or (R,R)-N'-((8-cyano-1,2,3,5,6,7-hexahydro-s-indacen-4-yl)carbamoyl)-2-(1,2-dihydroxypropan-2-yl)thiazole-5-sulfonimidamide C(#N)C=1C=2CCCC2C(=C2CCCC12)NC(=O)N=[S@@](=O)(N)C1=CN=C(S1)[C@](CO)(C)O |o1:18|